OC=1C=C(C[C@H](N)C(=O)O)C=CC1O |r| 3,4-dihydroxy-DL-phenylalanine